O=C1NC(CCC1N1C(C2=CC=C(C=C2C1=O)N1CC(C1)C(=O)N1CCN(CC1)C1=CC=C(C=C1)NC=1N=C(N=NC1C(=O)N)N1CCCCC1)=O)=O 5-((4-(4-(1-(2-(2,6-dioxopiperidin-3-yl)-1,3-dioxoisoindolin-5-yl)azetidine-3-carbonyl)piperazin-1-yl)phenyl)amino)-3-(piperidin-1-yl)-1,2,4-triazine-6-carboxamide